CC1=NN(C=2C=C3C(=C(C12)O)C=CC=C3)C3OCCCC3 methyl-1-(tetrahydro-2H-pyran-2-yl)-1H-benzo[f]indazol-4-ol